BrC=1C=C(C2=CC(=CC=C2C1)OC1CC1)CCNC(C)=O N-(2-(3-bromo-7-cyclopropoxy-naphthalen-1-yl)ethyl)acetamide